[N+](=O)([O-])C1=CC=C2C(=CNC2=C1)S(=O)(=O)N 6-nitro-1H-indole-3-sulfonamide